Ethyl 1-(3-fluoro-4-(methoxymethoxy) phenyl)-5-methyl-1H-1,2,3-triazole-4-carboxylate FC=1C=C(C=CC1OCOC)N1N=NC(=C1C)C(=O)OCC